NC1=C(C(=O)OC[C@H]2O[C@H]([C@@H]([C@H]([C@@H]2O)OP(=O)(OCC2=CC=CC=C2)OCC2=CC=CC=C2)OC(=O)OCC2=CC=CC=C2)OC=2C=C3C(=CNC3=CC2)CCNC(C)=O)C=CC=C1 ((2R,3R,4S,5R,6S)-6-((3-(2-acetamidoethyl)-1H-indol-5-yl)oxy)-5-(((benzyloxy)carbonyl)oxy)-4-((bis(benzyloxy)phosphoryl)oxy)-3-hydroxytetrahydro-2H-pyran-2-yl)methyl 2-aminobenzoate